N,N-bis(2-ethylhexyl)aminocarbonylmethylglycine C(C)C(CNC(=O)CN(CC(=O)O)CC(=O)NCC(CCCC)CC)CCCC